5-bromo-N,N-bis(2-methoxyethyl)pyridin-2-amine BrC=1C=CC(=NC1)N(CCOC)CCOC